2-isopropyl-4-methylsulfanyl-5-phenyl-1,2-dihydro-3H-benzo[c]azepin-3-one C(C)(C)N1CC2=C(C(=C(C1=O)SC)C1=CC=CC=C1)C=CC=C2